OC1=C(C=CC(=C1)O)C(\C=C\C1=CC(=C(C=C1)OC)COCC)=O (E)-1-(2,4-Dihydroxyphenyl)-3-[3-(ethoxymethyl)-4-methoxyphenyl]prop-2-en-1-one